(4R,5R)-5-(4-fluorophenyl)-4-(5-((3-fluoro-2-pyridinyl)ethynyl)-3-pyridinyl)-4-methyl-1,3-oxazolidin-2-one FC1=CC=C(C=C1)[C@@H]1[C@@](NC(O1)=O)(C)C=1C=NC=C(C1)C#CC1=NC=CC=C1F